O.C(=O)(O)[C@H](O)[C@@H](O)C(=O)O.ClC=1C(=NC(=NC1C)N1CC(C1)[C@@H]1CN(CCC1)C1CC(C1)(C(=O)O)C)N[C@H](C)C1=C(C=C(C=C1)Cl)Cl.ClC=1C(=NC(=NC1C)N1CC(C1)[C@@H]1CN(CCC1)C1CC(C1)(C(=O)O)C)N[C@H](C)C1=C(C=C(C=C1)Cl)Cl.O 3-((R)-3-(1-(5-chloro-4-(((R)-1-(2,4-dichlorophenyl)ethyl)amino)-6-methylpyrimidin-2-yl)azetidin-3-yl)piperidin-1-yl)-1-methylcyclobutane-1-carboxylic acid hemi-L-tartrate hydrate